(3S,5S)-1-(tert-butoxycarbonyl)-5-(methoxycarbonyl)pyrrolidine-3-carboxylic acid C(C)(C)(C)OC(=O)N1C[C@H](C[C@H]1C(=O)OC)C(=O)O